(4'-fluoro-[1,1'-biphenyl]-4-yl)(3-methoxy-4-(4-methyl-1H-imidazol-1-yl)phenyl)methanone FC1=CC=C(C=C1)C1=CC=C(C=C1)C(=O)C1=CC(=C(C=C1)N1C=NC(=C1)C)OC